BrC1=C(C=C(C=C1I)OC(F)(F)F)I 2-bromo-1,3-diiodo-5-(trifluoromethoxy)benzene